5-(8-((1S,2S)-2-(4-(2,2,2-trifluoroethoxy)phenyl)cyclopropyl)imidazo[1,2-b]pyridazin-6-yl)pyrimidine-2,4(1H,3H)-dione FC(COC1=CC=C(C=C1)[C@@H]1[C@H](C1)C=1C=2N(N=C(C1)C=1C(NC(NC1)=O)=O)C=CN2)(F)F